tert-butyl (4-((3-methyl-4,5,6,7-tetrahydro-1H-pyrazolo[4,3-c]pyridin-1-yl)methyl)bicyclo[2.2.2]octan-1-yl)carbamate CC1=NN(C2=C1CNCC2)CC21CCC(CC2)(CC1)NC(OC(C)(C)C)=O